Br(=O)(=O)O.BrCC1=NC=CC=C1 2-bromomethylpyridine bromate